5-cyano-3-methyl-N-(3-(4-(morpholine-4-carbonyl)phenyl)-1H-indazol-5-yl)picolinamide C(#N)C=1C=C(C(=NC1)C(=O)NC=1C=C2C(=NNC2=CC1)C1=CC=C(C=C1)C(=O)N1CCOCC1)C